1,6-Dihydroimidazo[4,5-d]pyrrolo[2,3-b]pyridine-8-carboxylic acid ethyl ester C(C)OC(=O)C1=CNC2=NC=C3C(=C21)NC=N3